tert-butyl (3R,4R)-4-[3-(2,6-dibenzyloxy-3-pyridyl)-1-methyl-indazol-6-yl]-3-hydroxy-piperidine-1-carboxylate C(C1=CC=CC=C1)OC1=NC(=CC=C1C1=NN(C2=CC(=CC=C12)[C@@H]1[C@H](CN(CC1)C(=O)OC(C)(C)C)O)C)OCC1=CC=CC=C1